BrC1=C(C=CC=C1COC1=CC(=C(C=O)C=C1Cl)O)C1=C(C(=CC=C1)C1=NC(=NO1)CN1CCOCC1)C 4-((2-bromo-2'-methyl-3'-(3-(morpholinomethyl)-1,2,4-oxadiazol-5-yl)-[1,1'-biphenyl]-3-yl)methoxy)-5-chloro-2-hydroxybenzaldehyde